3-amino-6-[3-methylimidazo[1,2-a]pyridin-6-yl]-5-(1,3-oxazol-2-yl)-pyrazine-2-carboxylic acid NC=1C(=NC(=C(N1)C=1OC=CN1)C=1C=CC=2N(C1)C(=CN2)C)C(=O)O